(Z)-1-(3-(4-(4-(((2-(4-(1,2-diphenylbut-1-en-1-yl)phenoxy)ethyl)(methyl)amino)methyl)phenyl)-1H-1,2,3-triazol-1-yl)propyl)-3-hydroxy-2-methylpyridin-4(1H)-one C1(=CC=CC=C1)/C(=C(\CC)/C1=CC=CC=C1)/C1=CC=C(OCCN(C)CC2=CC=C(C=C2)C=2N=NN(C2)CCCN2C(=C(C(C=C2)=O)O)C)C=C1